Cl.BrC1=CC(=NC=C1)OC1CC(C1)OC1CCNCC1 4-bromo-2-[3-(4-piperidinyloxy)cyclobutoxy]pyridine hydrochloride